OC(CC1(C=C(NN1[C@@H](C)C1=CC=CC=C1)C(=O)NC)C(=O)N)C 5-(2-hydroxypropyl)-N3-methyl-1-((S)-1-phenylethyl)-1H-pyrazole-3,5-dicarboxamide